N-Methyl-(trimethoxysilyl)propylamine CNCCC[Si](OC)(OC)OC